N1(N=CC=C1)C(=O)[O-] Z-pyrazole-1-carboxylate